tert-butyl N-[trans-4-[[6-bromo-3-[N'-(2-chloro-5-fluoro-phenyl)carbamimidoyl]pyrrolo[1,2-b]pyridazin-4-yl]amino]cyclohexyl]carbamate BrC=1C=C2N(N=CC(=C2N[C@@H]2CC[C@H](CC2)NC(OC(C)(C)C)=O)C(N)=NC2=C(C=CC(=C2)F)Cl)C1